CC(C(=O)SCCP([O-])([O-])=O)(COC(C1=CC=CC=C1)(C1=CC=CC=C1)C1=CC=CC=C1)C.C(C)[NH+](CC)CC.C(C)[NH+](CC)CC triethylammonium 2-((2,2-dimethyl-3-(trityloxy)propanoyl)thio)ethyl-phosphonate